5-(2-(6-((7R)-7-Amino-2-azabicyclo[2.2.1]heptane-2-carbonyl)-3-methylbenzofuran-2-yl)-1-(cyclopropylmethyl)-1H-indol-6-yl)-3-methylpicolinamide N[C@H]1C2N(CC1CC2)C(=O)C2=CC1=C(C(=C(O1)C=1N(C3=CC(=CC=C3C1)C=1C=C(C(=NC1)C(=O)N)C)CC1CC1)C)C=C2